CS(=O)(=O)CCF Monofluoroethyl Methyl Sulfone